C(=O)O.ClC1=NC(=CC(=C1)C1=C(N=C(S1)NC(=O)N1C[C@@H](NCC1)C(C)(C)O)C1=CC(=CC=C1)C#N)C (3R)-N-[5-(2-chloro-6-methyl-4-pyridinyl)-4-(3-cyanophenyl)thiazol-2-yl]-3-(1-hydroxy-1-methyl-ethyl)piperazine-1-carboxamide formate salt